ClC=1C=C(C=C(C1)Cl)CN1N=NC(=C1)C(=O)OCC ethyl 1-(3,5-dichlorophenyl methyl)-1H-1,2,3-triazole-4-carboxylate